C(C)N1N=C(C(=C1)C1=NC=NC2=CC(=C(C=C12)NC(=O)[C@@]12COC[C@H]2C1)OC)C1=C(C=CC=C1)F (1S,5S)-N-(4-(1-ethyl-3-(2-fluorophenyl)-1H-pyrazol-4-yl)-7-methoxyquinazolin-6-yl)-3-oxabicyclo[3.1.0]hexane-1-carboxamide